4,4-dimethyl-2-pyrrolidinone CC1(CC(NC1)=O)C